Acetic acid (2R,3S,4R,5R)-5-((bis(4-methoxyphenyl) (phenyl) methoxy) methyl)-2-(2,6-dioxo-3,6-dihydropyrimidin-1(2H)-yl)-4-hydroxytetrahydrofuran-3-yl ester COC1=CC=C(C=C1)C(OC[C@@H]1[C@H]([C@@H]([C@@H](O1)N1C(NC=CC1=O)=O)OC(C)=O)O)(C1=CC=CC=C1)C1=CC=C(C=C1)OC